ethyl (Z)-3-((3-butyl-5-(4-fluorophenyl)-2-methyl-7-(methylthio)-1,1-dioxido-2,3,4,5-tetrahydro-1,2,5-benzothiadiazepin-8-yl)oxy)-2-fluoroacrylate C(CCC)C1N(S(C2=C(N(C1)C1=CC=C(C=C1)F)C=C(C(=C2)O\C=C(\C(=O)OCC)/F)SC)(=O)=O)C